phenylenediformyl chloride C1(=C(C=CC=C1)C(=O)Cl)C(=O)Cl